4-(4-methoxyphenyl)thiazole thymidine-5'-monophosphate disodium salt hydrate O.[Na+].[Na+].P(=O)([O-])([O-])OC[C@@H]1[C@H](C[C@@H](O1)N1C(=O)NC(=O)C(C)=C1)O.COC1=CC=C(C=C1)C=1N=CSC1